6-(azetidin-1-yl)-N-(5-(4-(4-cyanophenyl)-4-fluoropiperidine-1-carbonyl)-2-(trifluoromethyl)phenyl)nicotinamide N1(CCC1)C1=NC=C(C(=O)NC2=C(C=CC(=C2)C(=O)N2CCC(CC2)(F)C2=CC=C(C=C2)C#N)C(F)(F)F)C=C1